C1(=CC=CC=C1)C1N(CC=CC1)C(=O)OCC1=CC=CC=C1 benzyl 2-phenyl-3,6-dihydropyridine-1(2H)-carboxylate